potassium L-asparagine N[C@@H](CC(N)=O)C(=O)O.[K]